C(C)(=O)N1CCC(CC1)C1=NN(C=2C=CC=C(C12)C1=C(C=C2C=NN(C2=C1)C)F)CC(=O)NCC(=O)N(C)CC(=O)OC methyl 2-(2-{2-[3-(1-acetylpiperidin-4-yl)-5'-fluoro-1'-methyl-[4,6'-biindazol]-1-yl]acetamido}-N-methylacetamido)acetate